CC1=CC(=NN1C=1C=C2C=CN(C2=CC1)CC1=CC=C(C=C1)CC1CN(C1)C)C(=O)N 5-methyl-1-(1-(4-((1-methylazetidin-3-yl)methyl)benzyl)-1H-indol-5-yl)-1H-pyrazole-3-carboxamide